C(#N)C=1C=C(C=CC1)C#CC=1C=NC=2CCN(CC2C1)C(=O)N(CC)CC 3-((3-Cyanophenyl)ethynyl)-N,N-diethyl-7,8-dihydro-1,6-naphthyridine-6(5H)-carboxamide